tetrahydro-quinoline N1CCCC2=CC=CC=C12